3-acetamido-5-(3-chlorophenyl)-N-[2-[2-[[2-[4-[2-fluoro-5-[(4-oxo-3H-phthalazin-1-yl)methyl]benzoyl]piperazin-1-yl]-2-oxo-ethyl]amino]ethoxy]ethyl]pyridine-2-carboxamide C(C)(=O)NC=1C(=NC=C(C1)C1=CC(=CC=C1)Cl)C(=O)NCCOCCNCC(=O)N1CCN(CC1)C(C1=C(C=CC(=C1)CC1=NNC(C2=CC=CC=C12)=O)F)=O